O1C(C1)CCCCCCC(=O)OCC(CC)CC 2-ethylbutyl 7-(oxiran-2-yl)heptanoate